(S)-2-(3-methyl-4-oxo-3,4-dihydro-5H-imidazo[4,5-d]pyridazin-5-yl)-N-(1-(p-tolyl)ethyl)acetamide CN1C=NC=2C=NN(C(C21)=O)CC(=O)N[C@@H](C)C2=CC=C(C=C2)C